O=C1NC(CCC1N1C(C2=CC=C(C=C2C1)C(=O)N[C@@H](C(F)(F)F)C(C)C)=O)=O 2-(2,6-dioxopiperidin-3-yl)-1-oxo-N-((R)-1,1,1-trifluoro-3-methylbutan-2-yl)isoindoline-5-carboxamide